beta-naphthalenesulfonate C1=C(C=CC2=CC=CC=C12)S(=O)(=O)[O-]